[NH4+].C(CCCCCCCCCCCCCCCCC)(=O)NCCCCC(C(=O)[O-])(CCCCCCCCCCCCCC)C stearamidopropyldimethyl-(myristylacetic acid) ammonium salt